ClC1=C(C=C(C=C1)NC(C(F)(F)C1=C(C=C(C=C1)OC1=CC=NC2=CC(=C(C=C12)OC)OC)F)=O)C(F)(F)F N-(4-chloro-3-(trifluoromethyl)phenyl)-2-(4-((6,7-dimethoxyquinolin-4-yl)oxy)-2-fluorophenyl)-2,2-difluoroacetamide